tert-butyl 2-[[(1,1,3,3-tetradeuteriopyrrolo[3,4-c]pyridine-2-carbonyl)amino]methyl]-6-azaspiro[2.5]octane-6-carboxylate [2H]C1(N(C(C=2C=NC=CC21)([2H])[2H])C(=O)NCC2CC21CCN(CC1)C(=O)OC(C)(C)C)[2H]